1-(2,4-dichlorophenyl)-N-((2,5-dimethylphenyl)(methyl)(oxo)-λ6-sulfaneylidene)-5-methyl-1H-1,2,3-triazole-4-carboxamide ClC1=C(C=CC(=C1)Cl)N1N=NC(=C1C)C(=O)N=S(=O)(C)C1=C(C=CC(=C1)C)C